[NH4+].C(#N)C1=CC(=C(C=C1)COC1=NN(C=C1)C1CCN(CC1)CC1=NC2=C(N1C[C@H]1OCC1)C=C(C=C2)C(=O)[O-])F 2-[(4-{3-[(4-cyano-2-fluorophenyl)methoxy]-1H-pyrazol-1-yl}piperidin-1-yl)methyl]-1-{[(2S)-oxetan-2-yl]methyl}-1H-benzimidazole-6-carboxylic acid, ammonium salt